N[C@H](C(=O)[O-])CCC(C=[N+]=[N-])=O (S)-2-amino-6-diazo-5-oxohexanoate